C(=O)C1=CC=C(C=C1)C=1C2=CC=C(N2)C(=C2C=CC(C(=C3C=CC(=C(C=4C=CC1N4)C4=CC=C(C=C4)C=O)N3)C3=CC=C(C=C3)C=O)=N2)C2=CC=C(C=C2)C=O.C23=CC=C(N2)C=C2C=CC(=N2)C=C2C=CC(N2)=CC=2C=CC(N2)=C3 porphyrin compound with 5,10,15,20-tetrakis(4-formylphenyl)porphyrin